C1(=CC(=CC=C1)CCCCCCCCCCCCCCCCCCC(=O)N)CCCCCCCCCCCCCCCCCCC(=O)N m-xylylenebis-stearic acid amide